OCCC(=C)C1=C(C(=O)OC)C=CC=C1 methyl 2-(4-hydroxybut-1-en-2-yl)benzoate